FC(OC=1C=C(C=CC1)[C@H]1C[C@@H]([C@H]2[C@@H]1OC(O2)(C)C)O)F (3aS,4S,6R,6aR)-6-[3-(difluoromethoxy)phenyl]-2,2-dimethyl-tetrahydro-3aH-cyclopenta[d][1,3]dioxol-4-ol